CC=1NC2=CC(=CC=C2C1)C 2,6-dimethylindole